C1(CCCCC1)C(=O)N CYCLOHEXANCARBOXAMIDE